3,5-di-tert-butyl-4-hydroxybenzyl-2-n-butylmalonate C(C)(C)(C)C=1C=C(CC(C(=O)[O-])(C(=O)[O-])CCCC)C=C(C1O)C(C)(C)C